N,N-dimethyl-1-propylamine hydrochloride Cl.CN(C)CCC